C(C(=O)OCCCCC)(=O)OCCCCC diamyl oxalate